(R)-N-methyl-N-(piperidin-2-ylmethyl)-4-(9H-purin-6-yl)-3,4-dihydro-2H-1,4-thiazine-6-carboxamide hydrochloride Cl.CN(C(=O)C1=CN(CCS1)C1=C2N=CNC2=NC=N1)C[C@@H]1NCCCC1